FC(C(C#C)(C)C)(F)F 4,4,4-Trifluoro-3,3-dimethyl-but-1-yne